C1(=CC(=CC=C1)C(=O)OCC1=CC=CC=C1)C Benzyl m-toluate